CSCC[C@@H](C(=O)O)N L-(-)-methionine